Pimelaldehyd C(CCCCCC=O)=O